C(CN1C[C@@H](N(C[C@@H](N(C[C@@H]1CC)CC(=O)O)CC)CC(=O)O)CC)N1CC(N(C[C@@H](N(CC1CC)CC(=O)O)CC)CC(=O)O)CC 2,2',2'',2'''-((2s,2's,5's,8's)-ethane-1,2-diylbis(2,5,8-triethyl-1,4,7-triazacyclononane-7,1,4-triyl))tetraacetic acid